trans-N-(4-((6-chloropyridin-3-yl)oxy)cyclohexyl)-2-(4-chlorophenoxy)-2-methylpropanamide ClC1=CC=C(C=N1)O[C@@H]1CC[C@H](CC1)NC(C(C)(C)OC1=CC=C(C=C1)Cl)=O